CC1CCC(C(C1)C#N)C(C)C 5-methyl-2-isopropyl-cyclohexanecarbonitrile